C(=O)(O)CC(CC(=O)O)(CC(=O)O)C 1,3-dicarboxyl-2-methyl-2-carboxymethylpropane